ClC=1C=C(C=CC1Cl)C(CN(C)C)N1C=NC(=C1)C1=CC=C(C=C1)OC(F)(F)F 2-(3,4-dichlorophenyl)-N,N-dimethyl-2-(4-(4-(trifluoromethoxy)phenyl)-1H-imidazol-1-yl)ethan-1-amine